2-(2,6-difluorophenyl)pyrazolo[1,5-a]pyrimidine-3-carboxylic acid ethyl ester C(C)OC(=O)C=1C(=NN2C1N=CC=C2)C2=C(C=CC=C2F)F